imino-bis(methylphosphonic acid) N(P(OC)(O)=O)P(OC)(O)=O